tert-butyl 3-[6-chloro-5-fluoro-3-(3-hydroxy-1,1-dimethyl-propyl)-4-methyl-2,7-naphthyridin-1-yl]-3,8-diazabicyclo[3.2.1]octane-8-carboxylate ClC=1C(=C2C(=C(N=C(C2=CN1)N1CC2CCC(C1)N2C(=O)OC(C)(C)C)C(CCO)(C)C)C)F